C1(CCC1)N1C[C@H](CC1)N1C(C=2N(C=3N(C(C2C1)=O)N=C(C3)CC)CC(=O)NC3=NC=C(C=C3)F)=O 2-{6-[(3S)-1-cyclobutylpyrrolidin-3-yl]-2-ethyl-5,8-dioxo-5,6,7,8-tetrahydro-4H-pyrazolo[1,5-a]pyrrolo[3,4-d]pyrimidin-4-yl}-N-(5-fluoropyridin-2-yl)acetamide